NCC(CCCCCCCCCC)N 1,2-Diaminododecan